N-(6-chloro-4-methoxypyridin-3-yl)-3-(2-isopropylphenyl)-1-(oxetan-3-ylsulfonyl)azetidine-3-carboxamide ClC1=CC(=C(C=N1)NC(=O)C1(CN(C1)S(=O)(=O)C1COC1)C1=C(C=CC=C1)C(C)C)OC